2-Ethyl-2-Mercaptomethyl-1,3-propandithiol C(C)C(CS)(CS)CS